iso-decyl diphenyl phosphate P(=O)(OCCCCCCCC(C)C)(OC1=CC=CC=C1)OC1=CC=CC=C1